2-piperazin-1-ylethyl 3-[[4-[[2-(6-methyl-2-pyridyl)pyrimidin-4-yl]amino]pyrimidin-2-yl]amino]benzoate CC1=CC=CC(=N1)C1=NC=CC(=N1)NC1=NC(=NC=C1)NC=1C=C(C(=O)OCCN2CCNCC2)C=CC1